N1C(NCC=C1)=[Se] dihydropyrimidineselon